FC=1C=C(C=C(C1)F)[C@@H]1CCN2N1C(C1(C2)CCN(CC1)C1=NC(=CC=C1)C(F)(F)F)=O (S)-7'-(3,5-difluorophenyl)-1-(6-(trifluoromethyl)pyridin-2-yl)dihydro-1'H,3'H,5'H-spiro[piperidine-4,2'-pyrazolo[1,2-a]pyrazol]-1'-one